methyl 4-bromo-3-fluoro-5-iodo-2-[(2,2,2-trichloroacetyl)carbamoylamino]benzoate BrC1=C(C(=C(C(=O)OC)C=C1I)NC(NC(C(Cl)(Cl)Cl)=O)=O)F